COC(CC1=C(C=CC(=C1)F)Br)=O 2-(2-bromo-5-fluorophenyl)acetic acid methyl ester